tert-butyl-4-(2-ethyl-5,8-dioxo-5,8-dihydro-4H-pyrazolo[1,5-a]pyrrolo[3,4-d]pyrimidin-6(7H)-yl)piperidine C(C)(C)(C)N1CCC(CC1)N1C(C=2NC=3N(C(C2C1)=O)N=C(C3)CC)=O